4-[2,6-difluoro-4-(5-hydroxymethyl-thiophen-3-yl)-phenoxy]-butyric acid ethyl ester C(C)OC(CCCOC1=C(C=C(C=C1F)C1=CSC(=C1)CO)F)=O